COC[C@@H](NC(=O)C=1C=NC2=C(C=CC=C2C1)C1=CCC(CC1)C(F)(F)F)C(=O)O O-methyl-N-(8-(4-(trifluoromethyl)cyclohex-1-en-1-yl)quinoline-3-carbonyl)-D-serine